5-[(3'S)-6,7-dihydrospiro[pyrazolo[5,1-c][1,4]oxazine-4,3'-pyrrolidin]-2-yl]-3-(trifluoromethyl)pyridin-2-amine-hydrochloride salt Cl.N1C[C@]2(CC1)OCCN1C2=CC(=N1)C=1C=C(C(=NC1)N)C(F)(F)F